(R)-1-((4-hydroxy-1-(3-phenylbutyryl)piperidin-4-yl)methyl)-4-phenyl-5-(pyrrolidine-1-carbonyl)pyridin-2(1H)-one OC1(CCN(CC1)C(C[C@@H](C)C1=CC=CC=C1)=O)CN1C(C=C(C(=C1)C(=O)N1CCCC1)C1=CC=CC=C1)=O